COC1=CC=C(C=C1)C(C(C(C)C)(C)C)=NO 1-(4-methoxyphenyl)-2,2,3-trimethylbutan-1-one oxime